3-[5-[[1-[5-chloro-4-[[3-(3-hydroxy-3-methyl-butyl)-1-methyl-2-oxo-benzimidazol-5-yl]amino]pyrimidin-2-yl]-4-piperidyl]amino]-3-methyl-2-oxo-benzimidazol-1-yl]piperidine-2,6-dione ClC=1C(=NC(=NC1)N1CCC(CC1)NC1=CC2=C(N(C(N2C)=O)C2C(NC(CC2)=O)=O)C=C1)NC1=CC2=C(N(C(N2CCC(C)(C)O)=O)C)C=C1